2-Bromo-5,7-diiodopyrazolo[1,5-a]pyrimidine BrC1=NN2C(N=C(C=C2I)I)=C1